OCCN1CCN(CC1)CCCC(=O)OCC1=CC(=CC(=C1)OCCCCCCCCCCC)OCCCCCCCCCCCCCCC 3-(Pentadecyloxy)-5-(undecyloxy)benzyl 4-(4-(2-hydroxyethyl)piperazin-1-yl)butanoate